N-Hydroxy-succinimid ON1C(CCC1=O)=O